(2R,3R,4S,5R)-2-(4-amino-7H-pyrrolo[2,3-d]pyrimidin-7-yl)-5-(2-(5-aminoimidazo-[1,2-c]quinazolin-8-yl)ethyl)tetrahydrofuran-3,4-diol NC=1C2=C(N=CN1)N(C=C2)[C@@H]2O[C@@H]([C@H]([C@H]2O)O)CCC=2C=CC=1C=3N(C(=NC1C2)N)C=CN3